O1C=C(C=C1)C=1N=C(C2=C(N1)SC(=C2)C)NCCCC2=CC=C(C=C2)OC 2-(furan-3-yl)-N-(3-(4-methoxyphenyl)propyl)-6-methylthieno[2,3-d]pyrimidin-4-amine